FC1=C(C(=CC=C1)C)N1C(N(C2=C(C1)C=NC=C2)C2CCNCC2)=O 3-(2-fluoro-6-methyl-phenyl)-1-(4-piperidyl)-4H-pyrido[4,3-d]pyrimidin-2-one